FCCOCCOC1=C(C=CC2(NC=CC=N2)NC)C=CC=C1 2-(2-(2-(2-fluoroethoxy)ethoxy)styryl)-N-methylpyrimidin-2-amine